C(C1=CC=CC=C1)C(C(=O)C1=CC=C(C=C1)N1CCOCC1)(CC)N(C)C 2-benzyl-2-(dimethylamino)-1-(4-morpholinylphenyl)-1-butanone